1-(1H-Benzimidazol-5-yl)-5-{2,3-difluoro-4-[5-(trifluoromethyl)thiophen-3-yl]phenyl}-imidazolidin-2-one N1C=NC2=C1C=CC(=C2)N2C(NCC2C2=C(C(=C(C=C2)C2=CSC(=C2)C(F)(F)F)F)F)=O